CN(CC#CC#CC1=CC=C(C=C1)C=1CCN(CC1)CCC(C(=O)NO)(S(=O)(=O)C)C)C 4-(4-(4-(5-(dimethylamino)pent-1,3-diyn-1-yl)phenyl)-3,6-dihydropyridin-1(2H)-yl)-N-hydroxy-2-methyl-2-(methylsulfonyl)butanamide